B(C1=C(C(=C(C=C1)OCCCCCC)F)F)(O)O 2,3-DIFLUORO-4-(N-HEXYLOXY)PHENYLBORONIC ACID